C1(CC[C@@H](CCCCCC)O1)=O |r| (+-)-4-DECANOLIDE